N-(7-ethoxy-1,3-benzothiazol-2-yl)-3-[[7-(5-methyl-1,2,4-oxadiazol-3-yl)-1-isoquinolyl]amino]propanamide C(C)OC1=CC=CC=2N=C(SC21)NC(CCNC2=NC=CC1=CC=C(C=C21)C2=NOC(=N2)C)=O